(2S,3S)-4-Bromo-5-chloro-6-fluoro-3-methyl-2-phenyl-2,3-dihydrobenzofuran-2-carbaldehyde BrC1=C(C(=CC2=C1[C@@H]([C@@](O2)(C=O)C2=CC=CC=C2)C)F)Cl